CN1N=C(C=C1)C1=CC=C(C=C1)NC([C@@H](C)NC(=O)C1CCCCC1)=O (R)-N-(1-((4-(1-Methyl-1H-pyrazol-3-yl)phenyl)amino)-1-oxopropan-2-yl)cyclohexanecarboxamide